C(=C/CCCC=CCC)/O (Z)-nonen-6-en-1-ol